C(C)(C)(C)OC(N[C@H](C(CCl)O)CC1=CC=CC=C1)=O (1S,3S)-(1-benzyl-3-chloro-2-hydroxypropyl)carbamic acid tert-butyl ester